(4-nitrophenyl) (phenyl) hydrogen phosphate P(=O)(OC1=CC=C(C=C1)[N+](=O)[O-])(OC1=CC=CC=C1)O